1-bromo-3-chloro-5-{[(1r,4r)-4-(trifluoromethyl)cyclohexyl]oxy}-benzene BrC1=CC(=CC(=C1)OC1CCC(CC1)C(F)(F)F)Cl